9,10-dipentyl-anthracene C(CCCC)C=1C2=CC=CC=C2C(=C2C=CC=CC12)CCCCC